C(C)(C)(C)OC(=O)N1CC=2N(CC1)C(=NC2I)C2CC2 3-cyclopropyl-1-iodo-5,6-dihydroimidazo[1,5-a]pyrazine-7(8H)-carboxylic acid tert-butyl ester